C(C)N1CCN(CC1)C1=C(C=C(C(=C1)OC)NC1=NC=NC(=C1)N1OCC[C@@H]1C1=CC(=C(C=C1)F)C(F)(F)F)NC(C=C)=O (R)-N-(2-(4-ethylpiperazin-1-yl)-5-((6-(3-(4-fluoro-3-(trifluoromethyl)phenyl)isoxazolidine-2-yl)pyrimidin-4-yl)amino)-4-methoxyphenyl)acrylamide